tert-butyl (2-((5-((2-methoxy-3-(1-methyl-1H-1,2,4-triazol-3-yl)phenyl)amino)-6-(methylcarbamoyl)pyridazin-3-yl)amino)-2-oxoethyl)carbamate COC1=C(C=CC=C1C1=NN(C=N1)C)NC=1C=C(N=NC1C(NC)=O)NC(CNC(OC(C)(C)C)=O)=O